N-(3-(5-(2-cyclopropyl-pyrimidin-5-yl)-1H-pyrrolo[2,3-b]pyridine-3-carbonyl)-2,6-difluorophenyl)-propane-1-sulfonamide C1(CC1)C1=NC=C(C=N1)C=1C=C2C(=NC1)NC=C2C(=O)C=2C(=C(C(=CC2)F)NS(=O)(=O)CCC)F